BrC1=C(C=C2[C@@](NC=NC2=C1)(C(F)(F)F)C#CC1CC1)F (R)-7-bromo-4-(cyclopropylethynyl)-6-fluoro-4-(trifluoromethyl)-3,4-dihydro-quinazolin